FC=1C=C2C(=CNC2=CC1)CC1CCN(CC1)CCC1=C(C=C(C=C1)F)C1=CSC=C1 5-fluoro-3-((1-(4-fluoro-2-(thiophen-3-yl)phenethyl)piperidin-4-yl)methyl)-1H-indole